N-((3-hydroxy-6-methyl-4-oxo-1-propyl-1,4-dihydropyridin-2-yl)methyl)-3-methoxybenzamide OC1=C(N(C(=CC1=O)C)CCC)CNC(C1=CC(=CC=C1)OC)=O